C(=S)(O)C(=S)O Thionocarboxyl-(thionocarboxylic acid)